O=NC(=O)C1=CC2=CNC=C2C=C1 OXOISOINDOLE-5-FORMAMIDE